dibromo-3,3'-biphenyl-dicarboxylic acid BrC1=C(C(=C(C=C1)C1=CC(=CC=C1)C(=O)O)Br)C(=O)O